dodecyl-2,3-dimethylimidazolium C(CCCCCCCCCCC)C=1[N+](=C(NC1)C)C